(S)-1-amino-3,3-dimethylbutan-2-ol hydrochloride Cl.NC[C@H](C(C)(C)C)O